C1(CC1)C1=NC2=CC=CC=C2C(=C1C=O)C1=CC=C(C=C1)F 2-cyclopropyl-4-(4-fluorophenyl)-3-quinolinecarboxaldehyde